(R)-3-amino-6-(4-(2-(3,5-difluorophenyl)-2-hydroxyacetamido)-2-methylphenyl)-N-methylpyrazine-2-carboxamide NC=1C(=NC(=CN1)C1=C(C=C(C=C1)NC([C@H](O)C1=CC(=CC(=C1)F)F)=O)C)C(=O)NC